N1C(=CC=2CNC=CC21)C(=O)O 4,5-dihydro-1H-pyrrolo[3,2-c]Pyridine-2-carboxylic acid